tert-butyl [1-(pyrazolo[1,5-a]pyrimidin-6-yl) piperidin-4-yl]carbamate N1=CC=C2N1C=C(C=N2)N2CCC(CC2)NC(OC(C)(C)C)=O